N-Propyl-piperazine C(CC)N1CCNCC1